C(C)(C)(C)C1=C(C=CC(=C1)C(C)(C)C)[N+](=O)[O-] 2,4-di-tert-butylnitrobenzene